CC=1NC(=C(C(C1C(=O)OC)C1=CC(=CC=C1)[N+](=O)[O-])C(=O)OC(CN(C)CCC(C1=CC=CC=C1)C1=CC=CC=C1)(C)C)C 5-O-[1-[3,3-diphenylpropyl (methyl)amino]-2-methylpropan-2-yl] 3-O-methyl 2,6-dimethyl-4-(3-nitrophenyl)-1,4-dihydropyridine-3,5-dicarboxylate